C(C)(=O)C=1C=C(C=C2C(N(C(=NC12)C1=CC=NC=C1)C)=O)C 8-acetyl-3,6-dimethyl-2-(4-pyridyl)quinazolin-4-one